N1C(=CC2=CC=CC=C12)C=O 1H-INDOLE-2-CARBALDEHYDE